lithium bishexafluoroethanesulfonamide FNS(=O)(=O)C(C(F)(F)F)(F)F.FNS(=O)(=O)C(C(F)(F)F)(F)F.[Li]